5-bromo-N,N-bis(4-methoxybenzyl)-1-(4-(trifluoromethyl)phenyl)-1,2,3,4-tetrahydroquinolin-3-amine BrC1=C2CC(CN(C2=CC=C1)C1=CC=C(C=C1)C(F)(F)F)N(CC1=CC=C(C=C1)OC)CC1=CC=C(C=C1)OC